5-(p-chlorophenyl)-6-{1-[(p-trifluoromethoxyphenyl)methyl]-1H-pyrazol-4-yl}-4-pyrimidinylamine ClC1=CC=C(C=C1)C=1C(=NC=NC1C=1C=NN(C1)CC1=CC=C(C=C1)OC(F)(F)F)N